7-[3-(dimethylamino)azetidin-1-yl]-2-(4,6-dimethylpyrazolo[1,5-a]pyrazin-2-yl)-4H-pyrido[1,2-a]pyrimidin-4-one CN(C1CN(C1)C=1C=CC=2N(C(C=C(N2)C2=NN3C(C(=NC(=C3)C)C)=C2)=O)C1)C